BrC=1C=CC=2N(C1)C(=C(N2)CC)NC(C)(CC(C)(C)C)C 6-bromo-2-ethyl-N-(2,4,4-trimethylpentan-2-yl)imidazo[1,2-a]pyridine-3-amine